C1(CC1)[C@@H](C1=CC2=C(OC(O2)(F)F)C=C1)NC1=NC=CC(=C1)N1N=C(C=2CCC[C@@H](C12)OC1=CC=C(C(=O)O)C=C1)C(F)(F)F 4-[[(7S)-1-[2-[[(S)-cyclopropyl-(2,2-difluoro-1,3-benzodioxol-5-yl)methyl]amino]-4-pyridinyl]-3-(trifluoromethyl)-4,5,6,7-tetrahydroindazol-7-yl]oxy]benzoic acid